1-(4-(2-hydroxyethyl)-2-methoxybenzyl)-3-(4-methoxy-3-(pentyloxy)phenyl)tetrahydropyrimidin-2(1H)-one OCCC1=CC(=C(CN2C(N(CCC2)C2=CC(=C(C=C2)OC)OCCCCC)=O)C=C1)OC